(R)-N-(1-(4-(4-Chloro-3-(4-fluoropiperidin-1-yl)benzyl)-2-methylpiperazine-1-carbonyl)-1H-pyrazol-3-yl)methanesulfonamide ClC1=C(C=C(CN2C[C@H](N(CC2)C(=O)N2N=C(C=C2)NS(=O)(=O)C)C)C=C1)N1CCC(CC1)F